fluorenol methacrylate C(C(=C)C)(=O)OC1=CC=CC=2C3=CC=CC=C3CC12